C(CCCCCCCCCCCCCCCCC)(=O)NC(CO)C(CCCCCCC)O 2-octadecanoylaminodecane-1,3-diol